FC1=C(C(=NN1C)C)C(=O)N 5-fluoro-1,3-dimethyl-1H-pyrazole-4-carboxamide